CN1CCC(CC1)CN1N=C2C3=C(CCC2=C1)OC(=C3C(F)(F)F)C(=O)NC[C@H]3OCCC3 2-[(1-Methylpiperidin-4-yl)methyl]-N-{[(2S)-oxolan-2-yl]methyl}-8-(trifluoromethyl)-4,5-dihydro-2H-furo[2,3-g]indazol-7-carboxamid